({8-fluoro-6-[(2-methoxyethoxy)methoxy]-2,2-dimethyl-3,4-dihydro-2H-1-benzopyran-7-yl}amino)acetic acid tert-butyl ester C(C)(C)(C)OC(CNC1=C(C2=C(CCC(O2)(C)C)C=C1OCOCCOC)F)=O